NC1=C(C2=C(S1)C(CC21CNC1)C)C#N 2-amino-6-methyl-spiro[5,6-dihydro-cyclopenta[b]thiophene-4,3'-azetidine]-3-carbonitrile